N1C=C(C2=CC=CC=C12)CC(=O)N 1H-indole-3-acetamide